OC1=C2C3=C(C(OC2=CC=C1)=O)C=C(C=C3)C(=O)NCCN3CCN(CC3)C hydroxy-N-(2-(4-methylpiperazin-1-yl)ethyl)-6-oxo-6H-benzo[c]chromen-8-carboxamide